4,6-dimethyl-N-(quinolin-8-yl)pyridine-3-sulfonamide CC1=C(C=NC(=C1)C)S(=O)(=O)NC=1C=CC=C2C=CC=NC12